1,3-bis(2-ethoxy-2-oxoethyl)-2-methyl-1H-imidazol-3-ium C(C)OC(CN1C(=[N+](C=C1)CC(OCC)=O)C)=O